C(C)(C)(C)OC(=O)C1C2C=CC(C1)C2 5-tert-butoxycarbonylbicyclo[2.2.1]-2-heptene